(1S,3ar,4S,7r,7as)-2-((S)-2-((tert-butoxycarbonyl)amino)-3,3-dimethylbutyryl)octahydro-1H-4,7-epoxyisoindole-1-carboxylic acid C(C)(C)(C)OC(=O)N[C@H](C(=O)N1[C@@H]([C@H]2[C@H]3CC[C@@H]([C@H]2C1)O3)C(=O)O)C(C)(C)C